tert-butyl (2R,4R)-4-{[(benzyloxy)carbonyl]amino}-2-(hydroxymethyl)pyrrolidine-1-carboxylate C(C1=CC=CC=C1)OC(=O)N[C@@H]1C[C@@H](N(C1)C(=O)OC(C)(C)C)CO